(Z)-2-cyano-3-hydroxy-N-[4-(trifluoromethyl)phenyl]-2-butenamide C(#N)/C(/C(=O)NC1=CC=C(C=C1)C(F)(F)F)=C(\C)/O